(S)-1-(2-((1-(2,2-difluoroethyl)-1H-pyrazol-4-yl)sulfonyl)-2,6-dihydropyrrolo[3,4-c]pyrazol-5(4H)-yl)-3-hydroxy-2-(2-(2-hydroxyethoxy)phenyl)propan-1-one FC(CN1N=CC(=C1)S(=O)(=O)N1N=C2C(=C1)CN(C2)C([C@H](CO)C2=C(C=CC=C2)OCCO)=O)F